OC1CC2CC3(NC(C=4N3C(C=CC4C)=O)=O)CC1N2C 7-hydroxy-8,8'-dimethyl-2'H-8-azaspiro[bicyclo[3.2.1]octane-3,3'-imidazo[1,5-a]pyridine]-1',5'-dione